ethyl 3-(tert-butyl (3-ethoxy-3-oxopropyl) amino)-3-oxopropionate C(C)(C)(C)N(C(CC(=O)OCC)=O)CCC(=O)OCC